(6-bromo-3-((4,4-difluorocyclohexyl)methoxy)pyridin-2-yl)-N,N-dimethylmethylamine BrC1=CC=C(C(=N1)CN(C)C)OCC1CCC(CC1)(F)F